2-methyl-1,4-oxazepane hydrochloride Cl.CC1OCCCNC1